C1(=CC=C(C=C1)NC1=CC=2C(C3=CC=CC=C3C2C=C1)(C)C)C1=CC=CC=C1 N-([1,1'-biphenyl]-4-yl)9,9-dimethyl-9H-fluoren-2-amine